FC(OC1=CC(=C(C=C1)B1OC(C(O1)(C)C)(C)C)F)F 2-[4-(difluoromethoxy)-2-fluoro-phenyl]-4,4,5,5-tetramethyl-1,3,2-dioxaborolane